N-(5-((6-((R)-3-(2,4-difluorophenyl)isoxazolidine-2-yl)pyrimidine-4-yl)amino)-2-(4-((2-(dimethylamino)ethyl)-(methyl)amino)piperidine-1-yl)-4-methoxyphenyl)acrylamide FC1=C(C=CC(=C1)F)[C@@H]1N(OCC1)C1=CC(=NC=N1)NC=1C(=CC(=C(C1)NC(C=C)=O)N1CCC(CC1)N(C)CCN(C)C)OC